ClC=1C=C(C=CC1OC(F)(F)F)NC1=NC=NC2=CC(=C(C=C12)OC1CN(C1)C(C=C)=O)OC 1-(3-((4-((3-chloro-4-(trifluoromethoxy)phenyl)-amino)-7-methoxy-quinazolin-6-yl)oxy)-azetidin-1-yl)prop-2-en-1-one